7-(1-methyl-1H-pyrazol-4-yl)-1,2,3,4-tetrahydroisoquinoline CN1N=CC(=C1)C1=CC=C2CCNCC2=C1